NCC1([C@H]2CN(C[C@@H]12)C(=O)OC(C)(C)C)C=1SC=C(N1)C Tert-butyl (1R,5S,6r)-6-(aminomethyl)-6-(4-methylthiazol-2-yl)-3-azabicyclo[3.1.0]hexane-3-carboxylate